3-(6-isopropoxypyridin-3-yl)-4,6-dihydropyrrolo[3,4-c]pyrazole-5(1H)-carbonitrile C(C)(C)OC1=CC=C(C=N1)C=1C2=C(NN1)CN(C2)C#N